1-isopropyl-3-(6-(2-methyl-5-(trifluoromethyl)benzyloxy)naphthalen-2-yl)-1H-pyrazolo[3,4-d]pyrimidin-4-amine C(C)(C)N1N=C(C=2C1=NC=NC2N)C2=CC1=CC=C(C=C1C=C2)OCC2=C(C=CC(=C2)C(F)(F)F)C